[4-(7-methyl-5,8-dihydrooxepino[3,2-f]benzofuran-2-yl)phenyl](piperazin-1-yl)methanone CC1=CCC=2C(=CC3=C(C=C(O3)C3=CC=C(C=C3)C(=O)N3CCNCC3)C2)OC1